C(C)NC(=O)C1=CN(C2=NC=C(N=C21)O[C@H]2[C@@H](CN(CC2)C(=O)OC(C)(C)C)C)COCC[Si](C)(C)C |r| Trans-racemic-tert-butyl 4-{[7-(ethylcarbamoyl)-5-{[2-(trimethylsilyl)eth-oxy]methyl}-5H-pyrrolo[2,3-b]pyrazin-2-yl]oxy}-3-methylpiperidine-1-carboxylate